[NH4+].P(=O)(OC1CN(C1)C(CCCCC1=CC(=CC=C1)OCCCCCC(F)(F)F)=O)(O)O 1-(5-{3-[(6,6,6-Trifluorohexyl)oxy]phenyl}pentanoyl)azetidin-3-yl dihydrogen phosphate ammonium salt